N,6-dimethyl-5-(4-((5-(2-oxopropanamido)isothiazol-3-yl)methyl)piperazin-1-yl)picolinamide CNC(C1=NC(=C(C=C1)N1CCN(CC1)CC1=NSC(=C1)NC(C(C)=O)=O)C)=O